OCCCCCOCC(C(=O)OC(C)(C)C)(C)C Tert-butyl 3-((5-hydroxypentyl) oxy)-2,2-dimethylpropionate